CC=1C(=NC=NC1)NC(CC)CC 5-methyl-4-(pentan-3-ylamino)pyrimidin